OC(C)C1=CC=C(C=N1)N1C(NC(CC1)=O)=O 1-(6-(1-hydroxyethyl)pyridin-3-yl)dihydropyrimidine-2,4(1H,3H)-dione